C(CCCC)SC(CC(=O)OCCCCCC(CCCCCOC(CC(SCCCCC)SCCCCC)=O)=O)SCCCCC 6-Oxoundecane-1,11-diyl bis(3,3-bis(pentylthio)propanoate)